C1(=CC=CC=C1)C(COC)(C)OC 2-phenyl-1,2-dimethoxypropane